N,N-Dimethyl-4-[5-(4,4,5,5-tetramethyl-1,3,2-dioxaborolan-2-yl)-1,3-benzothiazol-2-yl]cyclohexanamine CN(C1CCC(CC1)C=1SC2=C(N1)C=C(C=C2)B2OC(C(O2)(C)C)(C)C)C